C(\C=C\C(=O)O)(=O)O.C(\C=C\C(=O)O)(=O)O.C(C)OC(=O)N1CC2(CC(C2)N2CCC(CC2)C2=CC=NN2C)CC1 cis-2-[4-(1-methyl-1H-pyrazol-5-yl)piperidin-1-yl]-6-azaspiro[3.4]octane-6-carboxylic acid ethyl ester fumarate (fumarate)